3-(4,4,5,5-Tetramethyl-1,3,2-dioxaborolan-2-yl)-1,5-naphthyridine CC1(OB(OC1(C)C)C=1C=NC2=CC=CN=C2C1)C